BrC=1C=C(C=CC1Br)/C=C/C(=O)NNC(\C=C\C1=CC(=C(C=C1)Br)Br)=O (E)-3-(3,4-dibromophenyl)-N'-((E)-3-(3,4-dibromophenyl)acryloyl)acrylohydrazide